2-[2-[(3r,5s)-1-[5-chloro-4-[[3-(3-hydroxy-3-methyl-butyl)-1-methyl-2-oxo-benzimidazol-5-yl]amino]pyrimidin-2-yl]-4,4-difluoro-5-methyl-3-piperidinyl]ethyl]isoindoline-1,3-dione ClC=1C(=NC(=NC1)N1C[C@H](C([C@H](C1)C)(F)F)CCN1C(C2=CC=CC=C2C1=O)=O)NC1=CC2=C(N(C(N2CCC(C)(C)O)=O)C)C=C1